FC(C[C@@H](C(=O)NC1=NC=CC(=C1)C#CC1=NC(=CC(=C1NC(C(F)(F)F)=O)[C@@H]1OCCC1)F)C1=CC=C(C=C1)F)F |r| (2RS)-4,4-difluoro-2-(4-fluorophenyl)-N-[4-({6-fluoro-4-[(2RS)-tetrahydrofuran-2-yl]-3-(2,2,2-trifluoroacetamido)pyridin-2-yl}ethynyl)pyridin-2-yl]butanamide